(2R,4R,5R)-5-hydroxy-2-phenyl-1,3-dioxane-4-carbaldehyde O[C@H]1[C@@H](O[C@@H](OC1)C1=CC=CC=C1)C=O